tert-butyl (S)-2-(cyanomethyl)-4-(2,7-dichloro-8-fluoropyrido[4,3-d]pyrimidin-4-yl)-piperazine-1-carboxylate C(#N)C[C@@H]1N(CCN(C1)C=1C2=C(N=C(N1)Cl)C(=C(N=C2)Cl)F)C(=O)OC(C)(C)C